5-nitro-N-(5-keto-2,3,4,5-tetrahydrobenzo[f][1,4]oxazepin-7-yl)-1H-indole-2-carboxamide [N+](=O)([O-])C=1C=C2C=C(NC2=CC1)C(=O)NC=1C=CC2=C(C(NCCO2)=O)C1